N[C@H]1C(NC(CC1)(C)C)=O (3R)-3-amino-6,6-dimethylpiperidin-2-one